COC1=NSC(=N1)NC(=O)N1CCC12CN(CC2)C=2C1=C(N=CN2)NC=C1 N-(3-methoxy-1,2,4-thiadiazol-5-yl)-6-(7H-pyrrolo[2,3-d]pyrimidin-4-yl)-1,6-Diazaspiro[3.4]octane-1-carboxamide